N2-(2-(difluoromethoxy)-4-fluorophenyl)-N8-(2-methoxy-2-methylpropyl)pyrido[3,4-d]pyrimidine-2,8-diamine FC(OC1=C(C=CC(=C1)F)NC=1N=CC2=C(N1)C(=NC=C2)NCC(C)(C)OC)F